ClC1=C(C(=C(C(=N1)Cl)Cl)S(=O)(=O)C)Cl tetrachloro-4-(methylsulfonyl)pyridine